N7-(4-(5-(3-acetamidophenyl)-2-(2-aminopyridin-3-yl)-3H-imidazo[4,5-b]pyridin-3-yl)benzyl)-5-fluorobenzo[d]thiazole-2,7-dicarboxamide C(C)(=O)NC=1C=C(C=CC1)C1=CC=C2C(=N1)N(C(=N2)C=2C(=NC=CC2)N)C2=CC=C(CNC(=O)C1=CC(=CC=3N=C(SC31)C(=O)N)F)C=C2